4-(3-azabicyclo[3.1.0]hex-3-yl)-8-chloro-9-methyl-pyrido[3',2':4,5]thieno[3,2-d]pyrimidine C12CN(CC2C1)C=1C2=C(N=CN1)C1=C(S2)N=CC(=C1C)Cl